FC1CN(CCC1)CC1=CC=C(C=C1)B1OC(C(O1)(C)C)(C)C 3-fluoro-1-(4-(4,4,5,5-tetramethyl-1,3,2-dioxaborolan-2-yl)benzyl)piperidine